(23S,25R)-6Alpha-[(beta-D-glucopyranosyl)oxy]-23-hydroxy-5alpha-spirostan [C@@H]1([C@H](O)[C@@H](O)[C@H](O)[C@H](O1)CO)O[C@H]1C[C@H]2[C@@H]3C[C@H]4[C@H]([C@H](C)[C@]5(O4)[C@H](C[C@@H](C)CO5)O)[C@]3(CC[C@@H]2[C@]2(CCCC[C@H]12)C)C